10-hydroxybenzo[H]Quinoline OC1=CC=CC2=CC=C3C=CC=NC3=C21